N-[2-[(2-[[2-(2,6-Dioxopiperidin-3-Yl)-1,3-Dioxo-2,3-Dihydro-1H-Isoindol-4-Yl]Amino]Ethyl)(Methyl)Amino]Ethyl]Azetidine-2-Carboxamide O=C1NC(CCC1N1C(C2=CC=CC(=C2C1=O)NCCN(CCNC(=O)C1NCC1)C)=O)=O